CC1(CCN2C1NC=1C=CC=C(C1C2=O)C)C 3,3,8-trimethyl-1,2,3,3a,4,9-hexahydropyrrolo[2,1-b]quinazolin-9-one